3-[3-fluoro-4-(4-oxo-1-piperidyl)anilino]piperidine-2,6-dione FC=1C=C(NC2C(NC(CC2)=O)=O)C=CC1N1CCC(CC1)=O